((2S,3aS,4R,6S,6aS)-6-(4-aminopyrrolo[2,1-f][1,2,4]triazin-7-yl)-4-cyano-2-methoxytetrahydrofuro[3,4-d][1,3]dioxol-4-yl)methyl isobutyl carbonate C(OC[C@]1(O[C@H]([C@@H]2O[C@@H](O[C@@H]21)OC)C2=CC=C1C(=NC=NN12)N)C#N)(OCC(C)C)=O